2-[(7-Fluoro-5-phenyl-6,7-dihydro-5H-pyrrolo[1,2-b][1,2,4]triazol-2-yl)methoxy]acetonitrile FC1CC(N2N=C(N=C21)COCC#N)C2=CC=CC=C2